2-[[4-(4-pyridinyl)piperazin-1-yl]methyl]-1H-pyrrolo[2,3-b]pyridine N1=CC=C(C=C1)N1CCN(CC1)CC1=CC=2C(=NC=CC2)N1